tert-Butyl N-[6-(2-allylphenyl)-2-[[[2-benzyloxy-2-(trifluoromethyl)hex-5-enoyl]amino]carbamoyl]-5-(trifluoromethyl)-3-pyridyl]carbamate C(C=C)C1=C(C=CC=C1)C1=C(C=C(C(=N1)C(NNC(C(CCC=C)(C(F)(F)F)OCC1=CC=CC=C1)=O)=O)NC(OC(C)(C)C)=O)C(F)(F)F